BrC1=CC(=NC=C1)NC1=CC(=NO1)C 4-bromo-N-(3-methyl-1,2-oxazol-5-yl)pyridin-2-amine